C1(CCCCC1)N(C(CC1(CCN(CC1)C1=CC=C(C=C1)F)C(=O)O)=O)C1=CC=CC=C1 4-(2-(cyclohexyl(phenyl)amino)-2-oxoethyl)-1-(4-fluorophenyl)piperidine-4-carboxylic acid